N,N'-dimethylacetamide CCC(=O)NC